COC(=O)C1(CCOCC1)C1=CN=C(S1)C1=CC=CC=C1 4-(2-phenylthiazol-5-yl)tetrahydro-2H-pyran-4-carboxylic acid methyl ester